C(C)(C)(C)OC(=O)N1C2=C(OCC1)C=CC(=N2)C2=C(C=CC(=C2)Cl)F 6-(5-chloro-2-fluorophenyl)-2h,3h,4h-pyrido[3,2-b][1,4]Oxazine-4-carboxylic acid tert-butyl ester